1-[1-(4-chloro phenyl)cyclobutyl]ethyl (2S)-2-[(3-hydroxy-4-methoxy-pyridine-2-carbonyl) amino]propanoate OC=1C(=NC=CC1OC)C(=O)N[C@H](C(=O)OC(C)C1(CCC1)C1=CC=C(C=C1)Cl)C